N-[beta-(N,N-diacetoxy)aminoethyl]-gamma-(N-acetoxyl)aminopropyltrimethoxysilane C(C)(=O)ON(OC(C)=O)CCN(OC(=O)C)CCC[Si](OC)(OC)OC